NC1=C(C=2C(=NC=C(C2S1)F)C=1C2=C(C=3C=NC(=NC3C1F)N1C[C@H](CC1)N1CCN(CC1)CC)COC2)C#N 2-Amino-4-(3-((S)-3-(4-ethylpiperazin-1-yl)pyrrolidin-1-yl)-5-fluoro-7,9-dihydrofuro[3,4-f]quinazolin-6-yl)-7-fluorothieno[3,2-c]pyridine-3-carbonitrile